2,4,9-trimethyl-7,8-dihydro[1,3]dioxolo[4,5-g]isoquinolin-5(6H)-one CC1OC=2C(=C(C=3CCNC(C3C2C)=O)C)O1